[Cl-].[Cl-].CC1=C(C(=C(C1(C)[Zr+2]C1(C(=C(C(=C1C)C)C)C)C)C)C)C bis(pentamethylcyclopentadienyl)zirconium(IV) dichloride